ClC=1C=C(C=CC1F)NC(N([C@H](C)C1=CN=C(C2=CC=CC=C12)OC)CCCO)=O |r| racemic-3-(3-chloro-4-fluorophenyl)-1-(3-hydroxypropyl)-1-(1-(1-methoxyisoquinolin-4-yl)ethyl)urea